propylanisole CCCC1=CC=CC=C1OC